5-chloro-2-[(3'S,5S)-2-(2-ethoxyphenyl)-3'-ethyl-7-[[(2R,4S)-4-hydroxypyrrolidin-2-yl]methyl]spiro[6,8-dihydro-1,7-naphthyridine-5,4'-piperidine]-1'-yl]pyridine-3-carbonitrile ClC=1C=C(C(=NC1)N1C[C@H]([C@@]2(CC1)C=1C=CC(=NC1CN(C2)C[C@@H]2NC[C@H](C2)O)C2=C(C=CC=C2)OCC)CC)C#N